C(C=C)OC1=C(C=CC=C1)CC=1C(=NN(C1)C(F)F)C1=NC(=NC(=C1)Cl)N 4-[4-[(2-allyloxyphenyl)methyl]-1-(difluoromethyl)pyrazol-3-yl]-6-chloro-pyrimidin-2-amine